1H-1,2,3-triazol-4-ylmethylamine N1N=NC(=C1)CN